octadecanoic acid ammonium salt [NH4+].C(CCCCCCCCCCCCCCCCC)(=O)[O-]